N-(1-(6-((2-(3-Chloro-1-methyl-1H-pyrazol-4-yl)pyrimidin-4-yl)amino)-4-isopropyl-2,7-diazanaphthalen-1-yl)azetidin-3-yl)-N-methyl-methanesulfonamide ClC1=NN(C=C1C1=NC=CC(=N1)NC=1C=C2C(=CN=C(C2=CN1)N1CC(C1)N(S(=O)(=O)C)C)C(C)C)C